C(C)(C)(C)OC(=O)N1CCN(CC1)C1=CC=NC2=C(C=C(C=C12)Br)C 4-(6-bromo-8-methylquinolin-4-yl)piperazine-1-carboxylic acid tertButyl ester